(4-(methylsulfonyl)-2-nitrophenyl)piperidine CS(=O)(=O)C1=CC(=C(C=C1)N1CCCCC1)[N+](=O)[O-]